[3-[[2-fluoro-4-(trifluoromethyl)phenyl]methoxy]azetidin-1-yl]-[3-(1H-pyrazol-5-yl)pyrrolidin-1-yl]methanone FC1=C(C=CC(=C1)C(F)(F)F)COC1CN(C1)C(=O)N1CC(CC1)C1=CC=NN1